(L)-1-[1,4']Bipiperidinyl-1'-yl-2-(4,5-diamino-6-methyl-pyrimidin-2-ylamino)-4-[4-(2-oxo-1,4-dihydro-2H-quinazolin-3-yl)-piperidin-1-yl]-butane-1,4-dione N1(CCCCC1)C1CCN(CC1)C([C@H](CC(=O)N1CCC(CC1)N1C(NC2=CC=CC=C2C1)=O)NC1=NC(=C(C(=N1)N)N)C)=O